((2R,3S,5R)-2-ethynyl-5-(2-fluoro-6-octanamido-9H-purin-9-yl)-3-hydroxytetrahydrofuran-2-yl)methyl 3-(2-acetoxy-4,6-dimethylphenyl)-3-methylbutanoate C(C)(=O)OC1=C(C(=CC(=C1)C)C)C(CC(=O)OC[C@]1(O[C@H](C[C@@H]1O)N1C2=NC(=NC(=C2N=C1)NC(CCCCCCC)=O)F)C#C)(C)C